N,N-bis(stearoyloxy-ethyl)N-(2-hydroxyethyl)N-methyl-ammonium methyl-sulfate COS(=O)(=O)[O-].C(CCCCCCCCCCCCCCCCC)(=O)OCC[N+](C)(CCO)CCOC(CCCCCCCCCCCCCCCCC)=O